3-{2-[(piperidin-3-yl)amino]-5-(trifluoromethyl)pyrimidin-4-yl}-1H,4H,5H,6H,7H-pyrrolo[2,3-c]pyridin-4-one N1CC(CCC1)NC1=NC=C(C(=N1)C1=CNC=2CNCC(C21)=O)C(F)(F)F